O=C1N(CC(C1)C1=CC(=C(C(=C1)F)F)F)CN1C=NC=C1C#N (-)-1-{[2-oxo-4-(3,4,5-trifluorophenyl)pyrrolidin-1-yl]methyl}-1H-imidazole-5-carbonitrile